(2R,3S,4R,5R)-2-(((1H-indol-6-yl)oxy)methyl)-5-(4-amino-7H-pyrrolo[2,3-d]pyrimidin-7-yl)-3-methyltetrahydrofuran-3,4-diol N1C=CC2=CC=C(C=C12)OC[C@H]1O[C@H]([C@@H]([C@@]1(O)C)O)N1C=CC2=C1N=CN=C2N